Sodium 3-(7-chloroimidazo[1,2-a]pyridin-2-yl)-4-(4-methoxy-2-methylphenyl)-5-thioxo-4,5-dihydro-1,2,4-triazol-1-ide ClC1=CC=2N(C=C1)C=C(N2)C2=N[N-]C(N2C2=C(C=C(C=C2)OC)C)=S.[Na+]